dichlorooximinofuroxan methyl-1-(3,3,3-trifluoropropyl)-1H-imidazole-5-carboxylate COC(=O)C1=CN=CN1CCC(F)(F)F.ClC1(C([NH+](ON1)[O-])=NO)Cl